C1(CC1)C(=O)NC=1SC2=C(N1)C=CC(=C2)C=2C=C1C(=CNC1=CC2)C(=O)N[C@@H](C)C2=CC(=CC=C2)F (S)-5-(2-(cyclopropanecarboxamido)benzo[d]thiazol-6-yl)-N-(1-(3-fluorophenyl)ethyl)-1H-indole-3-carboxamide